NC1=NC=CC=C1C1=NC=2C(=NC(=CC2)N2N=CC=C2)N1C=1C=C2CC[C@@H](C2=CC1)NC(=O)C=1C(=NC(=NC1)Cl)C(F)F (S)-N-(5-(2-(2-aminopyridin-3-yl)-5-(1H-pyrazol-1-yl)-3H-imidazo[4,5-b]pyridin-3-yl)-2,3-dihydro-1H-inden-1-yl)-2-chloro-4-(difluoromethyl)pyrimidine-5-carboxamide